methyl 3-[(tert-butoxycarbonyl) amino]-1H-indole-5-carboxylate C(C)(C)(C)OC(=O)NC1=CNC2=CC=C(C=C12)C(=O)OC